chloro-N-methyl-N-(3-(5-(morpholinomethyl)furan-2-yl)phenyl)-[1,2,4]triazolo[4,3-a]quinazolin-5-amine ClC1=NN=C2N1C1=CC=CC=C1C(=N2)N(C2=CC(=CC=C2)C=2OC(=CC2)CN2CCOCC2)C